5-benzoylamino-3-(octahydro-2H-quinolizin-2-yl)-1H-indole hydrochloride Cl.C(C1=CC=CC=C1)(=O)NC=1C=C2C(=CNC2=CC1)C1CC2CCCCN2CC1